O[B-]1([C@@H]2C[C@@H]2C2=CC=C(C(=C2C1)C(=O)O)OC1CN(C1)C(C[C@@H]1CNCCO1)=O)O (2S,4R)-5,5-dihydroxy-9-(1-{[(2R)-morpholin-2-yl]acetyl}azetidin-3-yl)oxy-5-boranuidatricyclo[5.4.0.02,4]undeca-1(11),7,9-triene-8-carboxylic acid